ClC1=CC(=C2C[C@@H]([C@H](C2=C1)OC1=CC=CC=C1)N(C)C)C#N 4-[[(1s,2s)-6-chloro-4-cyano-2-(dimethylamino)-2,3-dihydro-1H-inden-1-yl]oxy]benzene